3-(4-(4-Aminobut-1-yn-1-yl)-7-chloro-1-oxoisoindolin-2-yl)piperidine-2,6-dione NCCC#CC1=C2CN(C(C2=C(C=C1)Cl)=O)C1C(NC(CC1)=O)=O